C(CCCCCCCCCCCCCCC)(=O)N[C@@H](CCC(=O)O)C(=O)O.C(CCCCC)C(CCCCCCCCC)O hexyl-decanol palmitoyl-glutamate